benzyl (S)-4-(3-((4-(chlorosulfonyl)-3-methoxyphenyl)amino)-2-(4-fluorobenzamido)-3-oxopropyl)piperidine-1-carboxylate ClS(=O)(=O)C1=C(C=C(C=C1)NC([C@H](CC1CCN(CC1)C(=O)OCC1=CC=CC=C1)NC(C1=CC=C(C=C1)F)=O)=O)OC